BrC1=CN=C2N1C=C(C=C2)C(=O)NC(C(=O)OC)C(=O)OC dimethyl 2-[(3-bromoimidazo[1,2-a]pyridine-6-carbonyl)amino]propanedioate